(S)-ALPHA-PROPARGYLALANINE C(C#C)[C@@](N)(C)C(=O)O